[Ni].[Fe] iron-nickel